2-(4-cyclopropyl-6-methoxypyrimidin-5-yl)-4-(4-(1-ethyl-4-(trifluoromethyl)-1H-imidazol-2-yl)-3-fluorobenzyl)-6,6-dimethyl-4,5,6,7-tetrahydropyrazolo[1,5-a]pyrimidine C1(CC1)C1=NC=NC(=C1C1=NN2C(N(CC(C2)(C)C)CC2=CC(=C(C=C2)C=2N(C=C(N2)C(F)(F)F)CC)F)=C1)OC